3-bromo-4'-aminobiphenyl BrC=1C=C(C=CC1)C1=CC=C(C=C1)N